ClC=1N=CC2=C(N1)N(C(=C2)C#N)C2CCCC2 2-chloro-7-cyclopentyl-7H-pyrrolo[2,3-d]pyrimidine-6-carbonitrile